1-(4-Butoxyphenyl)-3-(1-piperidinyl)-1-propanone C(CCC)OC1=CC=C(C=C1)C(CCN1CCCCC1)=O